Br\C=C\F (E)-1-bromo-2-fluoroethylene